1-benzyl-3-hydroxy-4-(piperidin-1-ylmethyl)pyridin-2(1H)-one C(C1=CC=CC=C1)N1C(C(=C(C=C1)CN1CCCCC1)O)=O